(1S,3S)-3-((2-(5-chloro-3-((((cyclobutylmethyl)(methyl)carbamoyl)oxy)methyl)thiophen-2-yl)-4-methylpyrimidin-5-yl)oxy)cyclohexane-1-carboxylate ClC1=CC(=C(S1)C1=NC=C(C(=N1)C)O[C@@H]1C[C@H](CCC1)C(=O)[O-])COC(N(C)CC1CCC1)=O